O=C1N(CC2=CC(=CC=C12)O[C@H]1[C@H](CCC1)N1CC(C1)C=1C=NC=CC1)N1C(CCCC1=O)=O (1-oxo-5-(((cis)-2-(3-(pyridin-3-yl)azetidin-1-yl)cyclopentyl)oxy)isoindolin-2-yl)piperidine-2,6-dione